C12CCCC(O1)C2 6-oxabicyclo[3.1.1]heptane